6-[(5R)-5-(2-aminoethyl)-2-oxo-oxazolidin-3-yl]-4H-pyrazino[2,3-b][1,4]Oxazin-3-one NCC[C@@H]1CN(C(O1)=O)C1=NC2=C(OCC(N2)=O)N=C1